5-(1-methoxy-1-methyl-ethyl)thiophene-3-carboxylic acid COC(C)(C)C1=CC(=CS1)C(=O)O